2-(7-azaspiro[3.5]nonan-7-yl)ethanamine C1CCC12CCN(CC2)CCN